CC1CCC(C2C(CCC(C12)O)O)C decahydro-1,4-dimethylnaphthalene-5,8-diol